bis(2,2-difluoroethyl) oxalate C(C(=O)OCC(F)F)(=O)OCC(F)F